3-(thiazol-2-yl)-3-azabicyclo[3.1.0]hexan-6-amine S1C(=NC=C1)N1CC2C(C2C1)N